9,9-bis(hydroxynaphthyl)-fluorene OC1=C(C2=CC=CC=C2C=C1)C1(C2=CC=CC=C2C=2C=CC=CC12)C1=C(C=CC2=CC=CC=C12)O